BrC=1C=2N(C=C(C1)OCC1(CC1)O)N=CC2C#N 4-bromo-6-((1-hydroxycyclopropyl)methoxyl)pyrazolo[1,5-a]Pyridine-3-carbonitrile